OCC(=O)NCCC=1C=CC2=CC(N=C2C1)=O (S)-2-hydroxy-N-(2-(2-oxoindol-6-yl)ethyl)acetamide